(((2S,4S)-4-((2-((2-Cyano-4-fluorophenoxy)methyl)pyrimidin-4-yl)oxy)-2-methylpiperidin-1-yl)methyl)-1-(((S)-oxetan-2-yl)methyl)-1H-imidazo[4,5-b]pyridine-6-carboxylic acid C(#N)C1=C(OCC2=NC=CC(=N2)O[C@@H]2C[C@@H](N(CC2)CC=2N(C=3C(=NC=C(C3)C(=O)O)N2)C[C@H]2OCC2)C)C=CC(=C1)F